2-(2,6-dioxopiperidine-3-yl)-5-(3,9-diazaspiro[5.5]undec-3-yl)isoindoline-1,3-dione O=C1NC(CCC1N1C(C2=CC=C(C=C2C1=O)N1CCC2(CC1)CCNCC2)=O)=O